C[SiH](OCC(CO[SiH](C)C)C)C 1,3-bis(dimethylsilyloxy)-2-methylpropane